ClC1=C2C=C(N=CC2=CC(=C1)C1=C(C=CC=C1C)F)NC(C)C 5-chloro-7-(2-fluoro-6-methyl-phenyl)-N-isopropyl-isoquinolin-3-amine